(1S,3R)-3-(trifluoromethyl)cyclopentan-1-amine hydrochloride Cl.FC([C@H]1C[C@H](CC1)N)(F)F